cis-4-[(3,5-dichloro-2-pyridyl)oxy]-6'-fluoro-2'-oxo-spiro[cyclohexane-1,3'-indoline]-5'-carboxylic acid ClC=1C(=NC=C(C1)Cl)OC1CCC2(C(NC3=CC(=C(C=C23)C(=O)O)F)=O)CC1